BrC(C(=O)O)C(C)CCC bromo-3-propyl-butyric acid